C1(=CC=CC=C1)C1CCC=2C1=NN(C2)C=2C=CC=NC2 5-(6-Phenyl-5,6-dihydrocyclopenta[c]pyrazol-2(4H)-yl)pyridine